3-(5-(((3S)-1-((2-((2R)-2-Methyltetrahydro-2H-pyran-4-yl)quinolin-6-yl)methyl)pyrrolidin-3-yl)oxy)-1-oxoisoindolin-2-yl)piperidine-2,6-dione C[C@H]1OCCC(C1)C1=NC2=CC=C(C=C2C=C1)CN1C[C@H](CC1)OC=1C=C2CN(C(C2=CC1)=O)C1C(NC(CC1)=O)=O